C(C)OC(C(=O)O)(C)OCC ethoxy(ethoxy)propionic acid